(S)-quinuclidin-3-yl (5-(5-fluoro-2-propoxyphenyl)-2,2-dimethyl-2,3-dihydro-1H-inden-1-yl)carbamat FC=1C=CC(=C(C1)C=1C=C2CC(C(C2=CC1)NC(O[C@@H]1CN2CCC1CC2)=O)(C)C)OCCC